tert-butyl N-[2-(cyclopropylmethoxy)-octahydro-1H-inden-1-yl]carbamate C1(CC1)COC1C(C2CCCCC2C1)NC(OC(C)(C)C)=O